3-(benzylidene)isoindoline-1-one C(C1=CC=CC=C1)=C1NC(C2=CC=CC=C12)=O